1-(isobutylamino)-1,2,3,4-tetrahydrocyclopenta[c]isoquinolin-5-one C(C(C)C)NC1CCC=2NC(C=3C=CC=CC3C21)=O